COC=1C=C(N)C=C(C1)OCC1OCCC1 3-methoxy-5-((tetrahydrofuran-2-yl)methoxy)aniline